8-[2-[4-amino-7-[(1R,2S,3R,4R)-2,3-dihydroxy-4-[(sulfamoylamino)methyl]cyclopentyl]pyrrolo[2,3-d]pyrimidin-5-yl]ethynyl]-7-fluoro-4-methyl-2,3-dihydro-1,4-benzoxazine NC=1C2=C(N=CN1)N(C=C2C#CC2=C(C=CC=1N(CCOC12)C)F)[C@H]1[C@@H]([C@@H]([C@H](C1)CNS(N)(=O)=O)O)O